2-(1-ethylpyrrolidin-2-yl)-N-(2-methyl-1-((3-methylpyridin-2-yl)oxy)propan-2-yl)acetamide C(C)N1C(CCC1)CC(=O)NC(COC1=NC=CC=C1C)(C)C